FC1(OC2=C(O1)C=CC(=C2)[C@@H](C)OC2=NC=CC(=C2)N2N=C(C=1CCCC(C21)O)C(F)(F)F)F 1-[2-[(1R)-1-(2,2-difluoro-1,3-benzodioxol-5-yl)ethoxy]-4-pyridinyl]-3-(trifluoromethyl)-4,5,6,7-tetrahydroindazol-7-ol